P(O)(O)N.C(#N)C=CC=1C=CC=2NC3=CC=CC=C3C2C1 3-cyanovinylcarbazole phosphoramidite